3-hydroxy-N-[[(2R,5S)-3-oxo-2-(4-phenoxyphenyl)-1,4-thiazepan-5-yl]methyl]pyridine-2-carboxamide OC=1C(=NC=CC1)C(=O)NC[C@H]1NC([C@H](SCC1)C1=CC=C(C=C1)OC1=CC=CC=C1)=O